benzyl 6-[1-[(2-methylpropan-2-yl)oxycarbonyl]cyclopropyl]-3,4-dihydro-1H-isoquinoline-2-carboxylate CC(C)(C)OC(=O)C1(CC1)C=1C=C2CCN(CC2=CC1)C(=O)OCC1=CC=CC=C1